(4-bromo-3-chloro-phenyl)methylamine BrC1=C(C=C(C=C1)CN)Cl